C1(CCCCC1)N1C(N(C(C(C1=O)C(=O)NCC(=O)OC)=O)C1CCCCC1)=O methyl (1,3-dicyclohexyl-2,4,6-trioxohexahydropyrimidine-5-carbonyl)glycinate